C1=C(C=CC=2OC3=C(C21)C=CC=C3)C(C)NC3=CN=C(N(C3=O)CC(=O)O)C3=C(C=CC=C3)F l-2-(5-((1-(dibenzo[b,d]furan-2-yl)ethyl)amino)-2-(2-fluorophenyl)-6-oxopyrimidin-1(6H)-yl)acetic acid